CC1=CC=2N(C=C1NC1=NC=C3C(=N1)NN=C3C)N=CN2 7-methyl-N-[3-methyl-1H-pyrazolo[3,4-d]pyrimidin-6-yl]-[1,2,4]triazolo[1,5-a]pyridin-6-amine